N-(3-methoxybenzyl)-N-(4-(4-methylpiperazin-1-yl)benzyl)-4-(morpholinomethyl)thiazol-2-amine COC=1C=C(CN(C=2SC=C(N2)CN2CCOCC2)CC2=CC=C(C=C2)N2CCN(CC2)C)C=CC1